CC=1C(=C(C=C(C1)C(F)(F)F)O)C1=CC=C2C(=N1)N=C(O2)C2(CCOCC2)NC 3-Methyl-2-[2-[4-(methylamino)tetrahydropyran-4-yl]oxazolo[4,5-b]pyridin-5-yl]-5-(trifluoromethyl)phenol